racemic-2-(pyridin-2-yldisulfanyl)cyclohexan-1-ol N1=C(C=CC=C1)SSC1C(CCCC1)O